(5S)-5-[2-[6-bromo-7-methyl-4-(trifluoromethyl)indazol-2-yl]-3-ethoxy-3-oxo-propionyl]-4-azaspiro[2.4]heptane-4-carboxylic acid tert-butyl ester C(C)(C)(C)OC(=O)N1C2(CC2)CC[C@H]1C(C(C(=O)OCC)N1N=C2C(=C(C=C(C2=C1)C(F)(F)F)Br)C)=O